CC12C=CC(CC1)(CC2)C(=O)O 4-methylbicyclo[2.2.2]octane-2-ene-1-carboxylic acid